N-(3,3-difluorocyclobutyl)-2-(4-methylthiazol-2-yl)-6-((tetrahydro-2H-pyran-4-yl)oxy)pyrimidin-4-amine FC1(CC(C1)NC1=NC(=NC(=C1)OC1CCOCC1)C=1SC=C(N1)C)F